3-((2S)-3-(8-(4-(aminomethyl)phenylsulfonyl)-1-oxa-8-azaspiro[4.5]decan-3-ylamino)-2-hydroxypropoxy)-N-methylbenzenesulfonamide NCC1=CC=C(C=C1)S(=O)(=O)N1CCC2(CC(CO2)NC[C@@H](COC=2C=C(C=CC2)S(=O)(=O)NC)O)CC1